2-amino-7-fluoro-5-(trifluoromethyl)-1H-indole-3-carbonitrile NC=1NC2=C(C=C(C=C2C1C#N)C(F)(F)F)F